C(C)(C)(C)OC(=O)N1C2CN(CC1CC2)C2=NC(=NC1=C(C(=CC=C21)Br)F)OC[C@]21CCCN1C[C@@H](C2)F 3-(2-{[(2R,7aS)-2-fluoro-hexahydro-1H-pyrrolizin-7a-yl]methoxy}-7-bromo-8-fluoroquinazolin-4-yl)-3,8-diazabicyclo[3.2.1]octane-8-carboxylic acid tert-butyl ester